2-(methylthio)-8-azaspiro[4.5]decane hydrochloride Cl.CSC1CC2(CC1)CCNCC2